N1(CCOCC1)CCN1C(SC2=C1C=CC(=C2)NC(=O)NC2=CC=C(C=C2)Cl)N 1-{N-[2-(4-morpholinyl)ethyl]-2-aminobenzo[d]thiazol-6-yl}-3-(4-chlorophenyl)urea